NC1=NC=C(C(=N1)N)CN1CCC2=CC(=CC=C12)C(=O)N(C)C 1-((2,4-diaminopyrimidin-5-yl)methyl)-N,N-dimethylindoline-5-carboxamide